3-octylaminobutane-1-sulfonic acid, sodium salt [Na+].C(CCCCCCC)NC(CCS(=O)(=O)[O-])C